N1C=CC2=CC(=CC=C12)NC(C1=CC(=CC=C1)CNC1=CC2=C(NC(CO2)=O)C=C1)=O N-(1H-indol-5-yl)-3-{[(3-oxo-3,4-dihydro-2H-1,4-benzoxazin-7-yl)amino]methyl}benzamid